FC(C1=CN=C2N1C=C(C=C2F)C=2C(=CN1N=C(N=C(C12)OC)N[C@H]1[C@@H](CN(CC1)C1COC1)F)F)F 5-(3-(difluoromethyl)-8-fluoroimidazo[1,2-a]pyridin-6-yl)-6-fluoro-N-((3R,4R)-3-fluoro-1-(oxetan-3-yl)piperidin-4-yl)-4-methoxypyrrolo[2,1-f][1,2,4]triazin-2-amine